C(\C=C\C(=O)[O-])(=O)OC(C)(C)C1CCC(CC1)C(C)(C)CC (4-tert-pentylcyclohexyl)isopropyl fumarate